3-(4-(4-(4-(6-(6-((R)-2-(3-fluorophenyl)pyrrolidin-1-yl)imidazo[1,2-b]pyridazin-3-yl)pyridin-2-yl)piperazin-1-yl)but-1-yn-1-yl)-1H-indol-1-yl)piperidine-2,6-dione FC=1C=C(C=CC1)[C@@H]1N(CCC1)C=1C=CC=2N(N1)C(=CN2)C2=CC=CC(=N2)N2CCN(CC2)CCC#CC2=C1C=CN(C1=CC=C2)C2C(NC(CC2)=O)=O